ClC1=CC=C(C=C1)C(N1CCN(CC1)CC1=C(C#N)C=CC=C1)C1=CC=C(C=C1)Cl 2-({4-[bis(4-chlorophenyl)methyl]piperazin-1-yl}methyl)benzonitrile